S(=O)(=O)(O)CCOC(C(=C)C)=O 2-sulfoethylmethacryloate